N1(CC(C1)C(=O)OC)C(=O)O[C@@H]1CC[C@H](CC1)C(N(C[C@@H]1CC[C@H](CC1)C1=CC(=C(C=C1)OC)C)C1=CC(=CC=C1)C=1C=NN(C1)C1CC1)=O 1-(trans-4-((3-(1-Cyclopropyl-1H-pyrazol-4-yl)phenyl)((trans-4-(4-methoxy-3-methylphenyl)cyclohexyl)methyl)carbamoyl)-cyclohexyl) 3-methyl azetidine-1,3-dicarboxylate